5-(chloromethyl)quinoline cyclopenta[b]thiophene-2-carboxylate S1C=2C(=CC1C(=O)O)C=CC2.ClCC2=C1C=CC=NC1=CC=C2